C[C@@H]1C=2N(CCN1C(=O)C1=CC=C(C=C1)C=1SC=CC1)C(=NN2)C=2N=C(SC2)C (R)-(8-methyl-3-(2-methylthiazol-4-yl)-5,6-dihydro-[1,2,4]triazolo[4,3-a]pyrazin-7(8H)-yl)(4-(thiophen-2-yl)phenyl)methanone